C(C)(C)(C)C1=NN2C(N(C(=CC2=O)C2=NC=CC=C2)CC(=O)NC2=NC=C(C=C2)F)=C1 2-(2-(tert-butyl)-7-oxo-5-(pyridin-2-yl)pyrazolo[1,5-a]pyrimidin-4(7H)-yl)-N-(5-fluoropyridin-2-yl)acetamide